1-METHYL-6-PROPYL-1H-INDAZOL-7-AMINE CN1N=CC2=CC=C(C(=C12)N)CCC